2-iodobenzenesulfonyl chloride IC1=C(C=CC=C1)S(=O)(=O)Cl